COC1=CC=C(C=C1)CCNC=1C=CC=C(C(=O)O)C1 5-[2-(4-methoxy-phenyl)-ethylamino]-benzoic acid